tert-butyl N-[(R)-(2-hydroxy-1,5-naphthyridin-3-yl)-phenyl-methyl]carbamate OC1=NC2=CC=CN=C2C=C1[C@H](NC(OC(C)(C)C)=O)C1=CC=CC=C1